C(C)OC(CCC1=NC(=NC(=C1I)NCCCC)N)=O 3-(2-amino-6-(butylamino)-5-iodopyrimidin-4-yl)propionic acid ethyl ester